tert-butyl 4-(2-(1,1-dioxidotetrahydro-2H-thiopyran-4-yl)-6-(4-(4-isopropylpiperazin-1-yl)phenyl)-1-methyl-1H-benzo[d]imidazol-4-yl)piperidine-1-carboxylate O=S1(CCC(CC1)C1=NC2=C(N1C)C=C(C=C2C2CCN(CC2)C(=O)OC(C)(C)C)C2=CC=C(C=C2)N2CCN(CC2)C(C)C)=O